The molecule is a guanidinium ion obtained by protonation of the two imino nitrogens of mitoguazone; major species at pH 7.3. It is a conjugate acid of a mitoguazone. C/C(=N\\[NH+]=C(N)N)/C=[NH+]/N=C(N)N